COCOC1=C(C=CC=C1)C1=CC2=C(N=N1)N(C(=C2C2CC1(COC1)C2)[C@H]2CN(CC2)C(=O)OC(C)(C)C)COCC[Si](C)(C)C tert-butyl (R)-3-(3-(2-(methoxymethoxy)phenyl)-5-(2-oxaspiro[3.3]heptan-6-yl)-7-((2-(trimethylsilyl)ethoxy)methyl)-7H-pyrrolo[2,3-c]pyridazin-6-yl)pyrrolidine-1-carboxylate